racemic-2-((tert-butyldimethylsilyl)oxy)propanal [Si](C)(C)(C(C)(C)C)O[C@@H](C=O)C |r|